methyl 1-(4-chloro-2-methoxy-6-methylphenyl)cyclopropane-1-carboxylate ClC1=CC(=C(C(=C1)C)C1(CC1)C(=O)OC)OC